1H-benzo[E]indole iodine [I].C1C=NC=2C=CC3=C(C12)C=CC=C3